N,N'-di-tert-butyl ethylenediamine (2R,3R,4R,5R)-hexane-1,2,3,4,5,6-hexayl hexakis(3-hydroxybutanoate) OC(CC(=O)OC[C@H]([C@H]([C@@H]([C@@H](COC(CC(C)O)=O)OC(CC(C)O)=O)OC(CC(C)O)=O)OC(CC(C)O)=O)OC(CC(C)O)=O)C.C(C)(C)(C)NCCNC(C)(C)C